n-decyl phthalate C(C=1C(C(=O)[O-])=CC=CC1)(=O)OCCCCCCCCCC